bis(naphthalen-2-yl)anthracene C1=C(C=CC2=CC=CC=C12)C=1C2=CC=CC=C2C(=C2C=CC=CC12)C1=CC2=CC=CC=C2C=C1